[Fe](C#N)C#N.[Na] sodium iron cyanide